4-(2-(2,6-dioxopiperidin-3-yl)-1-oxoisoindolin-4-yl)butanoic acid O=C1NC(CCC1N1C(C2=CC=CC(=C2C1)CCCC(=O)O)=O)=O